C(C)SC=1OC2=C(C=C(C=C2C(C1C)=O)C)[C@@H](C)NC1=C(C(=O)OC)C(=CC=C1)F Methyl 2-[[(1R)-1-(2-ethylsulfanyl-3,6-dimethyl-4-oxo-chromen-8-yl)ethyl]amino]-6-fluoro-benzoate